6-{6-[2-(2,7-Dimethyl-benzo[b]thiophen-3-yl)-ethylamino]-pyrimidin-4-yl}-benzofuran-3-carboxylic acid CC1=C(C2=C(S1)C(=CC=C2)C)CCNC2=CC(=NC=N2)C2=CC1=C(C(=CO1)C(=O)O)C=C2